hexadecyl-Glycerol C(CCCCCCCCCCCCCCC)C(O)C(O)CO